tert-butyl 4-{[5-(2-chlorophenyl)-6-oxo-1,6-dihydropyridazin-1-yl]methyl}piperidine-1-carboxylate ClC1=C(C=CC=C1)C1=CC=NN(C1=O)CC1CCN(CC1)C(=O)OC(C)(C)C